1-((3-bromo-4-(methoxymethoxy)phenyl)sulfonyl)-4-methylpiperazine BrC=1C=C(C=CC1OCOC)S(=O)(=O)N1CCN(CC1)C